4-tert-butoxy-6-cyclopropyl-7-[6-fluoro-5-methyl-2-(triphenylmethyl)-2H-indazol-4-yl]-2-[(2S)-2-methoxypropoxy]quinazolin-8-ol C(C)(C)(C)OC1=NC(=NC2=C(C(=C(C=C12)C1CC1)C=1C2=CN(N=C2C=C(C1C)F)C(C1=CC=CC=C1)(C1=CC=CC=C1)C1=CC=CC=C1)O)OC[C@H](C)OC